5H-chromen-2-one O1C(CC=C2CC=CC=C12)=O